CN(O)CC N-methyl-N-hydroxyethylamine